(5-(6-cyclopropyl-1H-pyrrolo[2,3-b]pyridin-3-yl)pyrazolo[1,5-a]pyridin-3-yl)(piperidin-1-yl)methanone C1(CC1)C1=CC=C2C(=N1)NC=C2C2=CC=1N(C=C2)N=CC1C(=O)N1CCCCC1